COC(C(CC1=CC=CC=C1)NC(=O)C(CC(=O)O)NC(NC1=CC=C(C=C1)S(NC)(=O)=O)=O)=O 3-[(1-methoxy-1-oxo-3-phenylpropan-2-yl)carbamoyl]-3-({[4-(methylsulfamoyl)phenyl]carbamoyl}amino)propanoic acid